eicosyl alpha-chloroacrylate ClC(C(=O)OCCCCCCCCCCCCCCCCCCCC)=C